FC1CCC(CC1)NC(=O)C=1C(N(C2=NC=CC=C2C1O)CCN1CCC(CC1)F)=O N-((1s,4s)-4-fluorocyclohexyl)-1-(2-(4-fluoropiperidin-1-yl)ethyl)-4-hydroxy-2-oxo-1,2-dihydro-1,8-naphthyridine-3-carboxamide